CC=1N=C(SC1C)/C=C/C(=O)N1O[C@@H](C(N2[C@@H]1CN(C([C@@H]2CC(C)C)=O)CCC(=O)N)=O)CC(C)C 3-((3R,6S,9aS)-1-((E)-3-(4,5-dimethylthiazol-2-yl)acryloyl)-3,6-diisobutyl-4,7-dioxohexahydropyrazino[2,1-c][1,2,4]oxadiazin-8(1H)-yl)propanamide